(1R,3S,5R)-N-(6-bromopyridin-2-yl)-5-methyl-2-azabicyclo[3.1.0]Hexane-3-carboxamide hydrochloride Cl.BrC1=CC=CC(=N1)NC(=O)[C@H]1N[C@@H]2C[C@@]2(C1)C